(R)-N-(2-(4-ethyl-piperazin-1-yl)-5-((6-(3-(3-fluoro-5-(3-fluorophenoxy)-phenyl)isoxazolidin-2-yl)pyrimidin-4-yl)amino)-4-methoxyphenyl)acrylamide C(C)N1CCN(CC1)C1=C(C=C(C(=C1)OC)NC1=NC=NC(=C1)N1OCC[C@@H]1C1=CC(=CC(=C1)OC1=CC(=CC=C1)F)F)NC(C=C)=O